6-(5-((2-hydroxydodecyl)(2-hydroxyundecyl)amino)pent-2-yl)-1,4-dioxane-2,5-dione OC(CN(CCCC(C)C1C(OCC(O1)=O)=O)CC(CCCCCCCCC)O)CCCCCCCCCC